isopropyl 2-((4-((2-(dimethylamino)ethyl)(methyl)amino)-2-ethoxy-5-nitrophenyl)amino)-4-(3,3,5-trimethyl-2,3-dihydro-1H-pyrrolo[3,2-b]pyridin-1-yl)pyrimidine-5-carboxylate CN(CCN(C1=CC(=C(C=C1[N+](=O)[O-])NC1=NC=C(C(=N1)N1CC(C2=NC(=CC=C21)C)(C)C)C(=O)OC(C)C)OCC)C)C